O[C@H](CN(C(C1=C(C=C(C=C1)C1=CNC2=NC=C(N=C21)C=2C=C1CCN(CC1=C(C2)OC)C)C)=O)C)C (S)-N-(2-hydroxypropyl)-4-(2-(8-methoxy-2-methyl-1,2,3,4-tetrahydroisoquinolin-6-yl)-5H-pyrrolo[2,3-b]pyrazin-7-yl)-N,2-dimethylbenzamide